1-benzyl-6-nitro-3,4-dihydroquinazolin-2(1H)-one C(C1=CC=CC=C1)N1C(NCC2=CC(=CC=C12)[N+](=O)[O-])=O